11H-indolo[3,2-c]quinoline-6-carboxylic acid C1=C2C3=C(C(=NC2=CC=C1)C(=O)O)C1=CC=CC=C1N3